FC=1C=CC(=NC1C1(CCC1)O)N1N(C(C=2C1=NC(=NC2)NC2=CC=C1CCNCC1=C2)=O)C(C)C 1-(5-fluoro-6-(1-hydroxycyclobutyl)pyridin-2-yl)-2-isopropyl-6-((1,2,3,4-tetrahydroisoquinolin-7-yl)amino)-1,2-dihydro-3H-pyrazolo[3,4-d]pyrimidin-3-one